N,N-bis-(ethylcarbonyl)aminotetrahydrothiophene-1,1-dioxide C(C)C(=O)N(C(=O)CC)C1S(CCC1)(=O)=O